p-trifluoromethylbenzenesulfonyl isocyanate FC(C1=CC=C(C=C1)S(=O)(=O)N=C=O)(F)F